(3-aminopropyl)-silane NCCC[SiH3]